N[C@H]1[C@@H](C1)C1CCN(CC1)C(=O)OC(C)(C)C trans-tert-butyl 4-(2-aminocyclopropyl)piperidine-1-carboxylate